[Sn].[Bi] bismuth-stannum